NC1=NC=2C=C(C=CC2C2=C1N=C(N2CC(C)(O)C)COCC)CC2=CC=C(C=C2)CCN2CCCC2 1-(4-amino-2-(ethoxymethyl)-7-(4-(2-(pyrrolidin-1-yl)ethyl)benzyl)-1H-imidazo[4,5-c]quinolin-1-yl)-2-methylpropan-2-ol